2-(6-amino-5-(8-(2-(8-aminooct-1-yn-1-yl)pyridin-4-yl)-3,8-diazabicyclo[3.2.1]octan-3-yl)pyridazin-3-yl)phenol NC1=C(C=C(N=N1)C1=C(C=CC=C1)O)N1CC2CCC(C1)N2C2=CC(=NC=C2)C#CCCCCCCN